C(CCC)N(CCCC)CCC[N+]#[C-] N-butyl-N-(3-isocyanopropyl)butan-1-amine